(2S,4R)-4-hydroxypyrrolidine-2-carboxylic acid O[C@@H]1C[C@H](NC1)C(=O)O